2-methyl-[4-(methylsulfanyl)phenyl]-2-morpholinopropan-1-one CC(C(=O)C1=CC=C(C=C1)SC)(C)N1CCOCC1